[N+](=O)([O-])C1=C(C=C2NC(C(NC2=C1)=O)=O)S(=O)(=O)Cl 7-nitro-2,3-dioxo-1,2,3,4-tetrahydroquinoxaline-6-sulfonyl chloride